COC1=C(C=CC(=C1)OC)[Mg]Cl 2,4-dimethoxyphenyl-magnesium chloride